F[C@@H]1CN(C[C@H]1OC=1C=C2CN(C(C2=CC1)=O)C1C(N(C(CC1)=O)CC1=CC=C(C=C1)OC)=O)C(=O)OC(C)(C)C tert-butyl (3R,4R)-3-fluoro-4-((2-(1-(4-methoxybenzyl)-2,6-dioxopiperidin-3-yl)-1-oxoisoindolin-5-yl)oxy)pyrrolidine-1-carboxylate